(R)-1-(1-acryloylpiperidin-3-yl)-3-(4-(2,3-dichlorophenoxy)phenyl)-1,3-dihydro-2H-imidazo[4,5-c]pyridin-2-one C(C=C)(=O)N1C[C@@H](CCC1)N1C(N(C=2C=NC=CC21)C2=CC=C(C=C2)OC2=C(C(=CC=C2)Cl)Cl)=O